2-oxo-1-phenyl-2,4,5,6-tetrahydro-1H-pyrrolo[1,2-b]pyrazole-3-carbonyl chloride O=C1C(=C2N(N1C1=CC=CC=C1)CCC2)C(=O)Cl